COC1=CC=C2C(CCN(C2=C1)C)=O 7-methoxy-1-methyl-2,3-dihydroquinolin-4(1H)-one